NC1=C(C=2N=CN=C(C2S1)C1=C2C=NN(C2=CC(=C1C(F)(F)F)C)C1OCCCC1)C(=O)OCC ethyl 6-amino-4-(6-methyl-1-(tetrahydro-2H-pyran-2-yl)-5-(trifluoromethyl)-1H-indazol-4-yl)thieno[3,2-d]pyrimidine-7-carboxylate